C(CCCCCC(C)C)C=1C(=C(C(=C(C1C(=O)O)C(=O)O)CCCCCCC(C)C)C(=O)O)CCCCCCC(C)C triisononyl-trimellitic acid